3-(5-amino-2-(2-bromobenzyl)-8-iodo-[1,2,4]triazolo[1,5-c]pyrimidin-7-yl)benzonitrile NC1=NC(=C(C=2N1N=C(N2)CC2=C(C=CC=C2)Br)I)C=2C=C(C#N)C=CC2